BrC=1C(=C(C(=C(C1)F)C)NC1=NC(=NC(=N1)C(C)(C)F)N)OCC#CC N4-(3-bromo-2-but-2-ynyloxy-5-fluoro-6-methyl-phenyl)-6-(1-fluoro-1-methyl-ethyl)-1,3,5-triazine-2,4-diamine